bis(4-(n-octyl-n-dodecylamino)phenyl)methane C(CCCCCCC)N(C1=CC=C(C=C1)CC1=CC=C(C=C1)N(CCCCCCCC)CCCCCCCCCCCC)CCCCCCCCCCCC